(R)-(4-(3-(4-methylpiperazin-1-yl)-3-oxo-2-propanamidopropyl)phenyl)carbamic acid tert-butyl ester C(C)(C)(C)OC(NC1=CC=C(C=C1)C[C@H](C(=O)N1CCN(CC1)C)NC(CC)=O)=O